C(CCC\C=C/CC)OC(CCCCC(=O)OCCCCCCN(CCCCCCCC(=O)OCCCCCCCCC)CCO)OCCCC\C=C/CC nonyl 8-((6-((6,6-bis(((Z)-oct-5-en-1-yl)oxy)hexanoyl)oxy)hexyl)(2-hydroxyethyl)amino)octanoate